OC1(CCCCC1)C(=O)C1=CC=CC=C1 (1-hydroxycyclohexyl)phenyl-methanon